3-methyl-4-(4,4,5,5-tetramethyl-1,3,2-dioxaborolan-2-yl)-1-(2,2,2-trifluoroethyl)-pyrazole CC1=NN(C=C1B1OC(C(O1)(C)C)(C)C)CC(F)(F)F